(5-amino-6-methyl-1H-pyrrolo[3,2-b]pyridin-2-yl)-[(2R,5S)-5-methyl-2-[2-(1-methyl-4-piperidyl)-1,3-benzothiazol-5-yl]-1-piperidyl]methanone NC1=C(C=C2C(=N1)C=C(N2)C(=O)N2[C@H](CC[C@@H](C2)C)C=2C=CC1=C(N=C(S1)C1CCN(CC1)C)C2)C